6-Trifluoromethyl-pseudouridine FC(C1=C([C@H]2[C@H](O)[C@H](O)[C@@H](CO)O2)C(NC(N1)=O)=O)(F)F